(2S)-2-[(1S)-1-[(4-cyanopyrimidin-2-yl)oxy]ethyl]pyrrolidine-1-carboxylic acid tert-butyl ester C(C)(C)(C)OC(=O)N1[C@@H](CCC1)[C@H](C)OC1=NC=CC(=N1)C#N